6-[2-(1-tert-butoxycarbonyl-4-piperidyl)-1-oxo-6-isoquinolyl]-2-methyl-imidazo[1,2-b]pyridazine-8-carboxylic acid C(C)(C)(C)OC(=O)N1CCC(CC1)N1C(C2=CC=C(C=C2C=C1)C=1C=C(C=2N(N1)C=C(N2)C)C(=O)O)=O